6-{8-[3-(1,3-benzothiazole-7-sulfonyl)propanoyl]-8-azabicyclo[3.2.1]oct-2-en-3-yl}pyridine-3-carbonitrile S1C=NC2=C1C(=CC=C2)S(=O)(=O)CCC(=O)N2C1C=C(CC2CC1)C1=CC=C(C=N1)C#N